FC1CN(CCC1)CC(COC)O 3-fluoro-1-(2-hydroxy-3-methoxypropyl)piperidin